CC(=O)NC1=C(C=CC(=C1)[N+](=O)[O-])F n-(2-fluoro-5-nitrophenyl)acetamide